C(C)(C)(C)OC(=O)N1CCN(CC1)C1=NC=C(C=N1)C1C(C1)(F)F 4-(5-(2,2-Difluorocyclopropyl)pyrimidin-2-yl)piperazine-1-carboxylic acid tert-butyl ester